C(C1=CC=CC=C1)(C1=CC=CC=C1)N1CCC(CC1)CC1=CC=C(C=C1)OC 1-Benzhydryl-4-(4-methoxybenzyl)piperidine